NC1=C(C=CC=C1)C(C)=O 1-(2-aminophenyl)-ethanone